O[C@H](COC=1C=C(C=CC1)S(=O)(=O)NC)CNC1COC2(C1)CCN(CC2)S(=O)(=O)C=2C=NC(=CC2)N2CCOCC2 3-((2S)-2-hydroxy-3-(8-(6-morpholinopyridin-3-ylsulfonyl)-1-oxa-8-azaspiro[4.5]decan-3-ylamino)propoxy)-N-methylbenzenesulfonamide